(S)-2-amino-N-(2-(2-(2-azidoethoxy)ethoxy)ethyl)-4-(((R)-3,4-diaminobutyl)thio)butanamide tris(2,2,2-trifluoroacetate) FC(C(=O)O)(F)F.FC(C(=O)O)(F)F.FC(C(=O)O)(F)F.N[C@H](C(=O)NCCOCCOCCN=[N+]=[N-])CCSCC[C@H](CN)N